2,5-dioxopyrrolidin-1-yl 2-(9-ethyl-4,6,8,8-tetramethyl-2-oxo-8,9-dihydro-2H-pyrano[3,2-g]quinolin-3-yl)acetate C(C)N1C(C=C(C2=CC3=C(C=C12)OC(C(=C3C)CC(=O)ON3C(CCC3=O)=O)=O)C)(C)C